C(CCC)N1C(C2(C3=CC(=CC=C13)C)C(=CC1(C(OC3=C(C12)C=C(C=C3)Cl)C3=CC(=CC=C3)Cl)[N+](=O)[O-])C#N)=O butyl-8-chloro-4-(3-chlorophenyl)-5'-methyl-3a-nitro-2'-oxo-3a,9b-dihydro-4H-spiro[cyclopenta[c]benzopyran-1,3'-indoline]-2-carbonitrile